C(C=C)C=1C=C2CCC(N(C2=CC1)CCN1CCOCC1)=O 6-allyl-1-(2-morpholinoethyl)-3,4-dihydroquinolin-2(1H)-one